3-Dodecyl-1-(naphthalen-1-yl)-2H-imidazol-3-ium bromide [Br-].C(CCCCCCCCCCC)[NH+]1CN(C=C1)C1=CC=CC2=CC=CC=C12